methyl 2-(1-phenyl-5-(trifluoromethyl)-1H-pyrazol-4-yl)acetate C1(=CC=CC=C1)N1N=CC(=C1C(F)(F)F)CC(=O)OC